C(C)(C)(C)OC(NC1=C(C=C(C(=C1)CBr)OC)F)=O N-[5-(bromomethyl)-2-fluoro-4-methoxyphenyl]carbamic acid tert-butyl ester